5-bromo-2-chloro-8-methoxyquinazoline BrC1=C2C=NC(=NC2=C(C=C1)OC)Cl